FCCN1C=NC(=C1C=1C=CC=2N(N1)C(=CN2)C(=O)N)C2=CC=C(C=C2)F 6-(1-(2-fluoroethyl)-4-(4-fluorophenyl)-1H-imidazol-5-yl)imidazo[1,2-b]pyridazine-3-carboxamide